C(#N)CC(=O)N1C[C@H]2C([C@H]2C1)COC1=CC=NC2=CC(=C(C=C12)OC(C)C)C(=O)N 4-{[(1r,5s,6r)-3-(cyanoacetyl)-3-azabicyclo[3.1.0]hex-6-yl]methoxy}-6-(prop-2-yloxy)quinoline-7-carboxamide